(R)-tert-butyl 4-(3-(3-(4-tert-butoxy-4-oxobutanamido)phenyl)-3-hydroxypropyl)piperazine-1-carboxylate C(C)(C)(C)OC(CCC(=O)NC=1C=C(C=CC1)[C@@H](CCN1CCN(CC1)C(=O)OC(C)(C)C)O)=O